OC(CN(C(OC)=O)CCC1=CC2=CC=CC=C2C=C1)C=1C=NC=CC1 Methyl N-[2-hydroxy-2-(3-pyridyl)ethyl]-N-[2-(2-naphthyl)ethyl]carbamate